methyl (S)-2-thienylethylamino-2-chlorophenylacetate hydrochloride Cl.S1C(=CC=C1)CCN[C@H](C(=O)OC)C1=C(C=CC=C1)Cl